((1R,4R,6R)-3-oxa-7-azabicyclo[4.1.0]heptane-4-yl)((S)-1-(4-fluorophenyl)-3,4-dihydroisoquinolin-2(1H)-yl)methanone [C@@H]12CO[C@H](C[C@H]2N1)C(=O)N1[C@H](C2=CC=CC=C2CC1)C1=CC=C(C=C1)F